6-(4-(3-chloro-4-fluorophenyl)-1-(tetrahydro-2H-pyran-4-yl)-1H-imidazol-5-yl)imidazo[1,2-b]pyridazine-3-carbonitrile ClC=1C=C(C=CC1F)C=1N=CN(C1C=1C=CC=2N(N1)C(=CN2)C#N)C2CCOCC2